ethyl-dimethyl-ammonium C(C)[NH+](C)C